(3S)-3-{[2-(2-Methylthiophen-3-yl)[1,2,4]triazolo[1,5-c]quinazolin-5-yl]amino}azepin-2-one CC=1SC=CC1C1=NN2C(=NC=3C=CC=CC3C2=N1)NC=1C(N=CC=CC1)=O